[[(2R,3S,5R)-5-(4-amino-5-methyl-2-oxopyrimidin-1-yl)-3-hydroxyoxolan-2-yl]methoxy-hydroxyphosphoryl] phosphono hydrogen phosphate P(=O)(OP(=O)(O)OC[C@H]1O[C@H](C[C@@H]1O)N1C(N=C(C(=C1)C)N)=O)(OP(=O)(O)O)O